FC1=C(C(=CC=2NC(=NC21)OC2=CC(=C(C=C2)C)C(=O)OC)F)C2=CC=C(C=C2)C2=CC=C(C=C2)COCCOCC(=O)O 2-(2-((4'-(4,6-difluoro-2-(3-(methoxycarbonyl)-4-methylphenoxy)-1H-benzo[d]imidazol-5-yl)-[1,1'-biphenyl]-4-yl)methoxy)ethoxy)acetic acid